(1S)-2-[(5,6-dichloroindan-2-yl)amino]-1-(3-pyridyl)ethanol ClC=1C=C2CC(CC2=CC1Cl)NC[C@@H](O)C=1C=NC=CC1